CC(CN1N=CC2=C(C=CC=C12)NC1=NC(=C2N=CN(C2=N1)COCC[Si](C)(C)C)NC)(C)O 2-methyl-1-[4-[[6-(methylamino)-9-(2-trimethylsilylethoxymethyl)purin-2-yl]amino]indazol-1-yl]propan-2-ol